(6-amino-5-(1-oxo-1,2-dihydroisoquinolin-6-yl)pyridin-3-yl)boronic acid NC1=C(C=C(C=N1)B(O)O)C=1C=C2C=CNC(C2=CC1)=O